ClC=1C(=NC=CC1)C=O 3-CHLOROPYRIDINE-2-CARBOXALDEHYDE